6-(7-Cyclopropyl-2-methyl-2H-indazol-5-yl)-N-methyl-N-(2,2,6,6-tetramethylpiperidin-4-yl)-1,3-benzothiazol-2-amin-Hydrochlorid Cl.C1(CC1)C1=CC(=CC2=CN(N=C12)C)C1=CC2=C(N=C(S2)N(C2CC(NC(C2)(C)C)(C)C)C)C=C1